ClCCC(=C(C1=CC=CC=C1)C1=CC=C(OCCN2CCC(CC2)CN2CC3CCC(C2)N3C=3C=C2C(N(C(C2=CC3F)=O)C3C(NC(CC3)=O)=O)=O)C=C1)C1=CC=CC=C1 5-(3-((1-(2-(4-(4-chloro-1,2-diphenylbut-1-en-1-yl)phenoxy)ethyl)piperidin-4-yl)methyl)-3,8-diazabicyclo[3.2.1]octan-8-yl)-2-(2,6-dioxopiperidin-3-yl)-6-fluoroisoindoline-1,3-dione